C(=O)(O)[C@H](CC(=O)N1CC2=CC(=C(C=C2C1)OCCCOC1=CC2=C(SC(=C2)C(=O)[C@H]2[C@@H](C2)C(=O)O)C=C1OC)OC)C (1R,2R)-2-(5-(3-((2-((S)-3-carboxybutanoyl)-6-methoxyisoindolin-5-yl)oxy)propoxy)-6-methoxy-benzo[b]thiophene-2-carbonyl)cyclopropane-1-carboxylic acid